2-octyltridecyl acrylate C(C=C)(=O)OCC(CCCCCCCCCCC)CCCCCCCC